OC1CCN(CC1)C1=C2C=CC(=NC2=CC(=C1)S(NC1(CC1)C)(=O)=O)NC(=O)C12CC2C1 N-(5-(4-hydroxypiperidin-1-yl)-7-(N-(1-methylcyclopropyl)sulfamoyl)quinolin-2-yl)bicyclo[1.1.0]butane-1-carboxamide